CC1=C(C=CC=C1C(F)(F)F)NC(C(=O)NC1=CNC=2C1=NC=CC2)=O N1-(2-methyl-3-(trifluoromethyl)phenyl)-N2-(1H-pyrrolo[3,2-b]pyridin-3-yl)oxalamide